C(C)OC=1N=C(C2=C(N1)C=CC=N2)NC2CCCC1=CC=CC=C21 2-Ethoxy-N-(1,2,3,4-tetrahydronaphthalen-1-yl)pyrido[3,2-d]pyrimidin-4-amine